(2R)-N-[(1R)-1-[5-chloro-2-(methylamino)pyridin-4-yl]ethyl]-2-(6-{5-chloro-2-[(oxan-4-yl)amino]pyrimidin-4-yl}-1-oxo-2,3-dihydro-1H-isoindol-2-yl)propanamide ClC=1C(=CC(=NC1)NC)[C@@H](C)NC([C@@H](C)N1C(C2=CC(=CC=C2C1)C1=NC(=NC=C1Cl)NC1CCOCC1)=O)=O